S(=O)(=O)(OC=1C=CC=2C=CC3=CC=CC=C3C2C1)OC=1C(=C2CC[C@](OC2=C(C1C)C)(CCC[C@@H](CCC[C@@H](CCCC(C)C)C)C)C)C phenanthr-3-yl ((R)-2,5,7,8-tetramethyl-2-((4R,8R)-4,8,12-trimethyltridecyl) chroman-6-yl) sulfate